C(#N)C=1C=CC(=NC1)CN1N=C(C=C1)NC(C([2H])([2H])C1=CC=C(C=C1)C1(CC1)C(F)(F)F)=O N-(1-((5-cyanopyridin-2-yl)methyl)-1H-pyrazol-3-yl)-2-(4-(1-(trifluoromethyl)cyclopropyl)phenyl)acetamide-2,2-d2